O[C@@H]1CO[C@H]2[C@@H]1OC[C@H]2OC2=NC=NC=C2C 4-(((3R,3aR,6R,6aR)-6-hydroxyhexahydrofuro[3,2-b]furan-3-yl)oxy)-5-methylpyrimidine